[C-]#N.C(CCCCCC)[N+]1=CC=CC=C1 N-heptyl-pyridinium cyanide